BrC=1C=C2C(=NN(C2=CC1)CC(=O)N(C(C)C)CC(=O)NCC1=C(C(=CC=C1)Cl)F)C(=O)N 5-bromo-1-(2-((2-((3-chloro-2-fluorobenzyl)amino)-2-oxoethyl)(isopropyl)amino)-2-oxoethyl)-1H-indazole-3-carboxamide